C(C)(C)(C)OC(=O)N1C(CCCC1)CC#CC1=CC=CC=2N(C(N(C21)C)=O)C2C(NC(CC2)=O)=O [3-[1-(2,6-dioxo-3-piperidinyl)-3-methyl-2-oxo-benzoimidazol-4-yl]prop-2-ynyl]piperidine-1-carboxylic acid tert-butyl ester